1,4,5,6-tetra-O-acetyl-2,3-di-O-methyl-glucitol C(C)(=O)OC[C@H](OC)[C@@H](OC)[C@H](OC(C)=O)[C@H](OC(C)=O)COC(C)=O